5-(4-((3-fluoro-4-oxo-4,5-dihydropyrrolo[1,2-a]quinoxalin-7-yl)methyl)piperazin-1-yl)-N-methylpyridineamide FC=1C=CN2C1C(NC1=CC(=CC=C21)CN2CCN(CC2)C=2C=CC(=NC2)C(=O)NC)=O